3-(4-cyclopropyl-6-methoxypyrimidin-5-yl)5-(4-(3-methyl-5-(trifluoromethyl)-1H-pyrazol-1-yl)benzyl)pyrrole tert-butyl-5-amino-4-methyl-1H-pyrazole-1-carboxylate C(C)(C)(C)OC(=O)N1N=CC(=C1N)C.C1(CC1)C1=NC=NC(=C1C1=CNC(=C1)CC1=CC=C(C=C1)N1N=C(C=C1C(F)(F)F)C)OC